4-[2-[[4-[1-Methyl-4-(4-pyridyl)pyrazol-3-yl]phenoxy]methyl]quinazolin-4-yl]-1,4-thiazinane 1,1-dioxide CN1N=C(C(=C1)C1=CC=NC=C1)C1=CC=C(OCC2=NC3=CC=CC=C3C(=N2)N2CCS(CC2)(=O)=O)C=C1